(R)-3-((1-(2,6-dimethylpyridin-3-yl)-5-methyl-4-nitro-1H-pyrazol-3-yl)oxy)-2-fluoropropan-1-ol CC1=NC(=CC=C1N1N=C(C(=C1C)[N+](=O)[O-])OC[C@@H](CO)F)C